Cis-(4aS,9aR)-7-(trifluoromethyl)-2,3,4,4a,9,9a-hexahydroindeno[2,1-b][1,4]oxazine FC(C1=CC=2C[C@H]3OCCN[C@H]3C2C=C1)(F)F